7-hydroxy-3,4,12,12a-tetrahydro-1H-[1,4]Oxazino[3,4-c]Pyrido[2,1-f][1,2,4]Triazine OC1=CC=CN2NC3N(C=C21)CCOC3